N-(2,4-dimethoxyphenyl)thiourea COC1=CC(=C(C=C1)NC(=S)N)OC